4-(1-chloropropyl)-1-(2,4-difluorophenyl)-1H-pyrazole ClC(CC)C=1C=NN(C1)C1=C(C=C(C=C1)F)F